C(CCCCCCCC1C(CCCCCC)O1)(=O)O 9,10-epoxyhexadecanoic acid